NCCOCCOC1=C(C=C(C=C1)NC(=O)NC=1C=C2N=C(C=NC2=CC1)C=1C=NN(C1)C)Br 1-(4-(2-(2-aminoethoxy)ethoxy)-3-bromophenyl)-3-(3-(1-methyl-1H-pyrazol-4-yl)quinoxalin-6-yl)urea